COCC1=NC=CC(=C1)C1=NOC(=N1)[C@H](C)NC(=O)C1=CC(=NN1C)C(F)(F)F (S)-N-(1-(3-(2-(methoxymethyl)pyridin-4-yl)-1,2,4-oxadiazol-5-yl)ethyl)-1-methyl-3-(trifluoromethyl)-1H-pyrazole-5-carboxamide